CCCCNC(=O)[C@H]([C@@H]1N[C@H](C(S1)(C)C)C(=O)[O-])NC(=O)[C@@H](C2=CC=C(C=C2)O)N The molecule is a thiazolidinemonocarboxylate formed by proton loss from the carboxy group of amoxicilloyl-butylamine. It is a conjugate base of an amoxicilloyl-butylamine.